FC=1C=C(C=C(C1[C@H]1N([C@@H](CC2=C1NC1=CC(=CC=C21)F)C)CC(CF)(F)F)F)N[C@@H]2CN(CC2)CCCF (S)-N-(3,5-difluoro-4-((1R,3R)-7-fluoro-3-methyl-2-(2,2,3-trifluoropropyl)-2,3,4,9-tetrahydro-1H-pyrido[3,4-b]indol-1-yl)phenyl)-1-(3-fluoropropyl)pyrrolidin-3-amine